1-(5-(benzyloxy)pyrimidin-2-yl)ethan-1-one C(C1=CC=CC=C1)OC=1C=NC(=NC1)C(C)=O